5-[6-(2-Benzooxazol-6-yl-ethylamino)-pyrimidin-4-yl]-3-ethoxy-thiophene O1C=NC2=C1C=C(C=C2)CCNC2=CC(=NC=N2)C2=CC(=CS2)OCC